N-(5-bromo-2-fluoro-phenyl)-2-[hydroxyimino]-acetamide BrC=1C=CC(=C(C1)NC(C=NO)=O)F